methyl 5-[2-(5-fluoro-2-{8-oxatricyclo[7.4.0.02,7]trideca-1(9),2(7),3,5,10,12-hexaene-5-sulfonamido}phenyl)ethynyl]-3-methylpyridine-2-carboxylate FC=1C=CC(=C(C1)C#CC=1C=C(C(=NC1)C(=O)OC)C)NS(=O)(=O)C=1C=CC=2C=3C=CC=CC3OC2C1